(2-(1H-benzotriazol-1-yl))-1,1,3,3-tetramethyluronium hexafluorophosphate F[P-](F)(F)(F)(F)F.N1(N=NC2=C1C=CC=C2)OC(=[N+](C)C)N(C)C